C(=O)O.N1CC(C1)NC(CN1CCN(CC1)C(C1=C(C=C(C=C1)NC=1C=2N(C=CN1)C(=CN2)C=2C(=NN(C2)CC#N)C(F)(F)F)Cl)=O)=O N-(azetidin-3-yl)-2-(4-(2-chloro-4-((3-(1-(cyanomethyl)-3-(trifluoromethyl)-1H-pyrazol-4-yl)imidazo[1,2-a]pyrazin-8-yl)amino)benzoyl)piperazin-1-yl)acetamide formate